FC=1C(=C(C=C(C1)C(C)C)[C@@H](C(=O)O)N1C[C@@H](CC1)OCCCCCC1=NC=2NCCCC2C(=C1)C)OC (S)-2-(3-fluoro-5-isopropyl-2-methoxyphenyl)-2-((R)-3-((5-(4-methyl-5,6,7,8-tetrahydro-1,8-naphthyridin-2-yl)pentyl)oxy)pyrrolidin-1-yl)acetic acid